α-acetyl-2-chloro-4-fluorobenzeneacetonitrile C(C)(=O)C(C#N)C1=C(C=C(C=C1)F)Cl